(Germanyl)Hexane tert-Butyl-((1r,4r)-4-((tert-butoxycarbonyl)amino)cyclohexyl)(2-(4-(2-cyanophenyl)thiophen-2-yl)-2-phenylethyl)carbamate C(C)(C)(C)OC(N(CC(C1=CC=CC=C1)C=1SC=C(C1)C1=C(C=CC=C1)C#N)C1CCC(CC1)NC(=O)OC(C)(C)C)=O.[GeH3]CCCCCC